C1(CC1)C(CO)C=1C=C(C=CC1)O 3-(1-cyclopropyl-2-hydroxyethyl)phenol